Chromium histidine N[C@@H](CC1=CNC=N1)C(=O)O.[Cr]